tert-butyl 6-bromo-8-chloro-4,5-dihydro-2H-1,3-benzoxazepine-3-carboxylate BrC1=CC(=CC2=C1CCN(CO2)C(=O)OC(C)(C)C)Cl